2-((4-methoxybenzyl)amino)acetonitrile COC1=CC=C(CNCC#N)C=C1